[10-(1,3-dioxo-2,3-dihydro-1H-isoindol-2-yl)decyl]tris(4-methoxyphenyl)phosphonium bromide [Br-].O=C1N(C(C2=CC=CC=C12)=O)CCCCCCCCCC[P+](C1=CC=C(C=C1)OC)(C1=CC=C(C=C1)OC)C1=CC=C(C=C1)OC